FC1=C(C(=CC=C1)F)C1=CC(=C(N=N1)C(=O)OC)NC1=CC=C(C=C1)SC Methyl 6-(2,6-difluorophenyl)-4-((4-(methylthio)phenyl)amino)pyridazine-3-carboxylate